C1(=CC=CC=C1)C=1OC2=C(N1)C=CC(=C2)NC(=O)NC2=CC=C(C=C2)C(F)(F)F 1-(2-phenylbenzo[d]oxazol-6-yl)-3-(4-(trifluoromethyl)phenyl)urea